N,N-diethyl-ammonium chloride [Cl-].C(C)[NH2+]CC